Isobutyl α-Propanoyloxyisobutyrate C(CC)(=O)OC(C(=O)OCC(C)C)(C)C